OC1C(NC(C1)(C)C)(C)C 3-hydroxy-2,2,5,5-tetramethylpyrrolidine